ClC1=CC=C(C=C1)C1CNCCO1 2-(4-chlorophenyl)-morpholine